(4Z)-2-[[(1S,2S)-2-methoxycyclopentyl]amino]-4-[(1-methylindazol-5-yl)methylene]-1H-imidazol-5-one CO[C@@H]1[C@H](CCC1)NC=1NC(/C(/N1)=C/C=1C=C2C=NN(C2=CC1)C)=O